1-(5-(6-Ethoxy-1H-pyrazolo[3',4':3,4]pyrazolo[1,5-a]pyridin-4-yl)pyridin-2-yl)-4-(Hydroxymethyl)-N-isobutylpiperidine-4-amide C(C)OC=1C=C(C=2N(C1)N=C1C2C=NN1)C=1C=CC(=NC1)N1CCC(CC1)(C(=O)NCC(C)C)CO